FC(C(=O)O)(F)F.NC=1N=CC(=NC1N1N=CN=C1)C=1C=C(C=CC1C)S(=O)(=O)NC12CC(C1)(C2)C(=O)N2CCC2 3-(5-Amino-6-(1H-1,2,4-triazol-1-yl)pyrazin-2-yl)-N-(3-(azetidine-1-carbonyl)bicyclo[1.1.1]pentan-1-yl)-4-methylbenzenesulfonamide trifluoroacetate salt